CC[C@H]1C[C@H]2C[C@@]3([C@H]1[NH+](C2)CCC4=C3NC5=C4C=C(C=C5)OC)C(=O)OC The molecule is an ammonium ion derivative resulting from the protonation of the tertiary amino group of (-)-voacangine. The major species at pH 7.3. It is a conjugate acid of a (-)-voacangine.